N-((1r,4r)-4-(3-Chloro-4-cyanophenoxy)cyclohexyl)-6-(4-(piperazine-1-carbonyl)piperidin-1-yl)pyridazine-3-carboxamide hydrochloride Cl.ClC=1C=C(OC2CCC(CC2)NC(=O)C=2N=NC(=CC2)N2CCC(CC2)C(=O)N2CCNCC2)C=CC1C#N